C(C1=CC=CC=C1)OC1=C(C=CC=C1Br)CC(=O)O 2-(2-(benzyloxy)-3-bromophenyl)acetic acid